(3S,6S,9aS)-3-{8-acetyl-5-oxa-2,8-diazaspiro[3.5]nonane-2-carbonyl}-6-amino-octahydro-1H-pyrrolo[1,2-a]azepin-5-one trifluoroacetate salt FC(C(=O)O)(F)F.C(C)(=O)N1CCOC2(CN(C2)C(=O)[C@@H]2CC[C@H]3N2C([C@H](CCC3)N)=O)C1